CC1=C(C2=C(S1)C(C(C2C)C)=O)C 2,3,4,5-tetramethyl-4,5-dihydro-6H-cyclopent[b]thiophen-6-one